O[C@H]1[C@@H](O[C@@H]([C@H]1O)CO)N1C=2N=C(NC(C2N=C1)=O)NC([C@H](CC(=O)O)N)=O (S)-4-{9-[(2R,3R,4S,5R)-3,4-Dihydroxy-5-(hydroxymethyl)tetrahydrofur-2-yl]-6-oxo-1,9-dihydropurin-2-ylamino}-3-amino-4-oxobutyric acid